C1(CCCCC1)P(C1(C(=C(C=C(C1)C(C)C)C(C)C)C1=CC=CC=C1)C(C)C)C1CCCCC1.[Cl] chlorine (2-dicyclohexylphosphino-2,4,6-triisopropyl-1,1-biphenyl)